[(dimethyl-λ3-silanyl)-prop-2-enylamino]-dimethylsilicon C[Si](C)N(CC=C)[Si](C)C